2-(7-((1R,2R,5S)-8-azabicyclo[3.2.1]octan-2-yl)-4-methyl-7H-imidazo-[4,5-c]pyridazin-3-yl)-5-(trifluoromethyl)phenol [C@H]12[C@@H](CC[C@H](CC1)N2)N2C=NC1=C2N=NC(=C1C)C1=C(C=C(C=C1)C(F)(F)F)O